(6-methoxy-2-methylpyridin-3-yl)-1-((3R,4R)-3-methyltetrahydro-2H-pyran-4-yl)-7-(trifluoromethyl)-2,3-dihydroquinazolin-4(1H)-one COC1=CC=C(C(=N1)C)C1N(C2=CC(=CC=C2C(N1)=O)C(F)(F)F)[C@H]1[C@H](COCC1)C